Cl.O1C(=CC=C1)CC1=C(C2=NC=CC(=C2S1)N)C [(furan-2-yl)methyl]-3-methylthieno[3,2-b]pyridin-7-amine hydrochloride